8-methoxy-1,3,4,5-tetrahydropyrido[4,3-b]indol COC1=CC=2C3=C(NC2C=C1)CCNC3